3-{[(2S)-4-methyl-5-oxomorpholin-2-yl]methoxy}-5-(5-methyl-1,3-thiazol-2-yl)benzoic acid methyl ester COC(C1=CC(=CC(=C1)C=1SC(=CN1)C)OC[C@@H]1CN(C(CO1)=O)C)=O